(3-bromophenyl)-8-chloro-7-fluoro-N-methyl-[1,2,4]triazolo[4,3-a]quinazolin-5-amine BrC=1C=C(C=CC1)C1=NN=C2N1C1=CC(=C(C=C1C(=N2)NC)F)Cl